2,4-dinitrophenyl chlorocarbonate C(OC1=C(C=C(C=C1)[N+](=O)[O-])[N+](=O)[O-])(=O)Cl